3,3',4,4'-tetrakis(t-butyldioxycarbonyl)benzophenone C(C)(C)(C)OOC(=O)C=1C=C(C(=O)C2=CC(=C(C=C2)C(=O)OOC(C)(C)C)C(=O)OOC(C)(C)C)C=CC1C(=O)OOC(C)(C)C